C1(CCCCC1)C(C(=O)OCC)(C(F)(F)F)O ethyl 2-cyclohexyl-3,3,3-trifluoro-2-hydroxypropanoate